C(C)(C)(C)OC(N[C@H]1CN(CCC1)C(=O)C=1C=CC=2N(C1)N=C(C2C)C2=CC=1C(=C(N=CC1)Cl)N2CC2CC2)=O (R)-(1-(2-(7-chloro-1-(cyclopropylmethyl)-1H-pyrrolo[2,3-c]pyridin-2-yl)-3-methylpyrazolo[1,5-a]pyridin-6-carbonyl)piperidin-3-yl)carbamic acid tert-butyl ester